C(CCCCCCCCC)N(S(=O)(=O)CCCCCCN(CCCCNC(OC(C)(C)C)=O)CCCCCCS(N(CCCCCCCCCC)CCCCCCCC)(=O)=O)CCCCCCCC Tert-butyl (4-(bis(6-(N-decyl-N-octylsulfamoyl)hexyl)amino)butyl)carbamate